O=C1NC(CCC1N1C(C2=CC=CC(=C2C1=O)NCCCCC(=O)N1CCN(CC1)C1=CC=C(C=C1)C1=NNC2=C1N=C(N=C2)C2=C(C=CC=C2OC)F)=O)=O 2-(2,6-Dioxopiperidin-3-yl)-4-((5-(4-(4-(5-(2-Fluoro-6-methoxyphenyl)-1H-pyrazolo[4,3-d]pyrimidin-3-yl)phenyl)piperazin-1-yl)-5-oxopentyl)amino)isoindolin-1,3-dion